(S)-4-((2-cyanophenyl)thio)-6-(1-(1-(2-hydroxypropyl)piperidin-4-yl)-5-methyl-1H-pyrazol-4-yl)pyrazolo[1,5-a]pyridine-3-carbonitrile C(#N)C1=C(C=CC=C1)SC=1C=2N(C=C(C1)C=1C=NN(C1C)C1CCN(CC1)C[C@H](C)O)N=CC2C#N